C1(CCCCC1)C(C(C#N)(C)C)(C)C1CCCCC1 dicyclohexyl-2,2-dimethylbutyronitrile